C12NCC(C1N1C(=CC=3C(=NC=4C(=C(C(=CC4C31)CCC#N)C3=C(C(=CC=C3)Cl)Cl)F)C)C3N(CC(C3)OC3=CC=C(C=C3)C)C(=O)C3CC3)C2 3-(1-(2-azabicyclo[2.1.1]hexan-5-yl)-2-(1-(cyclopropanecarbonyl)-4-(p-tolyloxy)pyrrolidin-2-yl)-7-(2,3-dichlorophenyl)-6-fluoro-4-methyl-1H-pyrrolo[3,2-c]quinolin-8-yl)propanenitrile